3-(4-fluorophenyl)-4-phenyl-2H-chromen-2-one FC1=CC=C(C=C1)C=1C(OC2=CC=CC=C2C1C1=CC=CC=C1)=O